C(CNC(CC(=O)O)C(=O)O)NC(CC(=O)O)C(=O)O EthyleneDiamineDisuccinic Acid